2-(2-(((3R,4S)-3-methyl-1-((1-methyl-1H-pyrazol-4-yl)sulfonyl)piperidin-4-yl)amino)-5-(trifluoro-methyl)pyrimidin-4-yl)-5,6-dihydro-4H-thieno[2,3-c]pyrrol-4-one C[C@@H]1CN(CC[C@@H]1NC1=NC=C(C(=N1)C1=CC2=C(CNC2=O)S1)C(F)(F)F)S(=O)(=O)C=1C=NN(C1)C